(S)-Methyl-(5-((2-amino-2,4-dimethylpent-4-en-1-yl)oxy)-4-difluoromethyl-(2,4'-Bipyridyl)-2'-yl)-carbamate COC(NC1=NC=CC(=C1)C1=NC=C(C(=C1)C(F)F)OC[C@@](CC(=C)C)(C)N)=O